ClCC(=O)N1[C@@H](CCC1)C#N (S)-1-(2-Chloroacetyl)pyrrolidine-2-carbonitrile